(Z)-6-((2-(amino-methyl)-3-fluoro-allyl)oxy)-N-(2-methoxyethyl)-benzo[d]oxazol-2-amine 4-methyl-benzenesulfonate CC1=CC=C(C=C1)S(=O)(=O)O.NC/C(/COC1=CC2=C(N=C(O2)NCCOC)C=C1)=C/F